C(C)(C)(C)OC(=O)NC(C(=O)OC)=CC1CCC=2N1N=CC2 methyl 2-(tert-butoxycarbonylamino)-3-(5,6-dihydro-4H-pyrrolo[1,2-b]pyrazol-6-yl)prop-2-enoate